triisocyanic acid melamine salt N1=C(N)N=C(N)N=C1N.N=C=O.N=C=O.N=C=O